[1,1':3',1'']terphenyl-2-yl-amine C1(=C(C=CC=C1)N)C1=CC(=CC=C1)C1=CC=CC=C1